C(C1=CC=CC=C1)OC1=NC(=CC=C1N1C(N(C2=C1C=CC(=C2)C=2CCN(CC2)C(=O)OC(C)(C)C)CCOC)=O)OCC2=CC=CC=C2 tert-butyl 4-[1-(2,6-dibenzyloxy-3-pyridyl)-3-(2-methoxyethyl)-2-oxo-benzimidazol-5-yl]-3,6-dihydro-2H-pyridine-1-carboxylate